BrC=1C=C2CCC(CC2=CC1)N1CCC1 1-(6-bromo-1,2,3,4-tetrahydronaphthalen-2-yl)azetidine